(R)-N-(4-((benzyloxy)carbamoyl)phenyl)-N-(4-cyclopentylbenzyl)-1-((perfluorophenyl)sulfonyl)azetidine-2-carboxamide C(C1=CC=CC=C1)ONC(=O)C1=CC=C(C=C1)N(C(=O)[C@@H]1N(CC1)S(=O)(=O)C1=C(C(=C(C(=C1F)F)F)F)F)CC1=CC=C(C=C1)C1CCCC1